C(C1=CC=CC=C1)N1N=C(C2=CC(=C3C(=C12)C=CC=C3)OC)C 1-benzyl-5-methoxy-3-methyl-1H-benzo[g]indazole